N-(3-(2'-Amino-7'-oxo-5'H-spiro[cyclopropane-1,8'-pyrido[4,3-d]pyrimidine]-6'(7'H)-yl)-4-methylphenyl)-3-(4-methyl-1H-imidazol-1-yl)-5-(trifluoromethyl)benzamide NC=1N=CC2=C(N1)C1(C(N(C2)C=2C=C(C=CC2C)NC(C2=CC(=CC(=C2)C(F)(F)F)N2C=NC(=C2)C)=O)=O)CC1